C(C)(C)(C)OC(=O)N1[C@@H](C[C@@H]([C@H](C1)CC)O)C (2R,4S,5S)-5-ethyl-4-hydroxy-2-methylpiperidine-1-carboxylic acid tert-butyl ester